methyl (2S)-4-[5-methoxy-6-(4,4,5,5-tetramethyl-1,3,2-dioxaborolan-2-yl) isoindolin-2-yl]-2-methyl-4-oxo-butanoate COC=1C=C2CN(CC2=CC1B1OC(C(O1)(C)C)(C)C)C(C[C@@H](C(=O)OC)C)=O